(3R)-3-(5-(8-(((1s,3s)-adamantan-1-yl)amino)octyl)-2-methyl-4-oxoquinazoline-3(4H)-yl)piperidine-2,6-dione C12(CC3CC(CC(C1)C3)C2)NCCCCCCCCC2=C3C(N(C(=NC3=CC=C2)C)[C@H]2C(NC(CC2)=O)=O)=O